CN1C(C(=CC(=C1)C1=CC2=C(N=C(N2CCOC(F)(F)F)C2CCOCC2)C=C1)C)=O 1,3-dimethyl-5-[2-(oxan-4-yl)-3-[2-(trifluoromethoxy)ethyl]benzimidazol-5-yl]pyridin-2-one